N-[9-(dichloromethylene)-1,2,3,4-tetrahydro-1,4-methanonaphthalene-5-yl]-3-(difluoromethyl)-1-methyl-1H-pyrazole-4-carboxamide ClC(=C1C2CCC1C1=C(C=CC=C21)NC(=O)C=2C(=NN(C2)C)C(F)F)Cl